CN1C(N(C2=NC(=NC=C12)NC=1C(=CC=2N(C1)N=CN2)C)C2CCOCC2)=O 4-(7-Methyl-2-((7-methyl-[1,2,4]triazolo[1,5-a]pyridin-6-yl)amino)-8-oxo-7,8-Dihydro-9H-purin-9-yl)tetrahydro-2H-pyran